CN1CCC(CC1)(N)N N-methyl-4,4-diaminopiperidine